O1CCC[C@@]12CN(CC2)C=2N=NC(=C1C2N=CC=C1)C1=C(C=C(C=C1)C(F)(F)F)O (R)-2-(8-(1-oxa-7-azaspiro[4.4]non-7-yl)pyrido[2,3-d]pyridazin-5-yl)-5-(trifluoromethyl)phenol